1-(4-(4-amino-1-cyclopropyl-1H-pyrazolo[3,4-d]pyrimidin-3-yl)-2-fluorophenyl)-3-(5-(tert-butyl)-1,3,4-thiadiazol-2-yl)urea NC1=C2C(=NC=N1)N(N=C2C2=CC(=C(C=C2)NC(=O)NC=2SC(=NN2)C(C)(C)C)F)C2CC2